cis-2,4,7,8-tetramethyl-2,3,4,5-tetrahydro-1H-benzo[d]azepine-6,9-dione C[C@@H]1N[C@@H](CC2=C(C1)C(C(=C(C2=O)C)C)=O)C